O(C1(CCCCC1)C(=O)O)C1(CCCCC1)C(=O)O oxybis(cyclohexane-1-carboxylic acid)